ClC1=C(C(=O)O)C(=CC(=C1)C1=CC=C2C=NNC2=C1)Cl 2,6-dichloro-4-(1H-indazol-6-yl)benzoic acid